COC=1C=CC(=NC1)C#CC1=C2C=C(N=CC2=C(N=C1)NC)NC=1C(N(C=CC1)C1=NC=CC=C1)=O 3-[[5-[2-(5-methoxy-2-pyridyl)ethynyl]-8-(methylamino)-2,7-naphthyridin-3-yl]amino]-1-(2-pyridyl)pyridin-2-one